9-iodo-1,1-dibutoxynonane ICCCCCCCCC(OCCCC)OCCCC